BrC=1C=C2C(=NC1)NC(=C2)C2=CC=C(C=C2)F 5-Bromo-2-(4-fluorophenyl)-1H-pyrrolo[2,3-b]pyridine